(2-(benzyloxy)-4-bromophenyl)-7-(methylsulfanyl)pyrazolo[1,5-d][1,2,4]triazine C(C1=CC=CC=C1)OC1=C(C=CC(=C1)Br)C1=NN2C(=NN=CC2=C1)SC